PHENOXYBENZAMINE CC(COC1C=CC=CC=1)N(CCCl)CC1C=CC=CC=1